1-hydroxyhexane-2,5-dione OCC(CCC(C)=O)=O